OC(C(C(=O)O)(C)C)C.CN1C(C(CC1=O)C(=O)N)C=1C=NC=CC1 1-methyl-5-oxo-2-(pyridin-3-yl)pyrrolidine-3-carboxamide 3-hydroxy-2,2-dimethylbutyrate